8-[7-(Difluoromethyl)-6-(1-methylpyrazol-4-yl)-3,4-dihydro-2H-quinolin-1-yl]-2-methyl-6-(1-Methyl-3,6-dihydro-1H-pyridin-4-yl)-1,4-dihydroisoquinolin-3-one FC(C1=C(C=C2CCCN(C2=C1)C=1C=C(C=C2CC(N(CC12)C)=O)C=1CCN(CC1)C)C=1C=NN(C1)C)F